5-chloro-3-cyclopropyl-N-((5,7-dimethylimidazo[1,2-a]pyridin-2-yl)methyl)pyrazolo[1,5-a]pyrimidin-7-amine ClC1=NC=2N(C(=C1)NCC=1N=C3N(C(=CC(=C3)C)C)C1)N=CC2C2CC2